Butyl ((6-(2-allyl-6-(methylthio)-3-oxo-2,3-dihydro-1H-pyrazolo[3,4-d]pyrimidin-1-yl) Pyridin-2-yl)sulfonyl)carbamate C(C=C)N1N(C2=NC(=NC=C2C1=O)SC)C1=CC=CC(=N1)S(=O)(=O)NC(OCCCC)=O